O[C@H](COC1=CC=C(C(=O)OCC2=CC=CC=C2)C=C1)CN1N=CN=C1 Benzyl (S)-4-(2-hydroxy-3-(1H-1,2,4-triazol-1-yl)propoxy)benzoate